NC1=C(C2=C(S1)C(=CC=C2C2=C1C(=CN3C1=C(C=C2F)C(N2C(CC3)CNCC2)=O)F)F)C#N 2-Amino-4-(2,4-difluoro-14-oxo-8,8a,9,10,11,12-hexahydro-7H,14H-pyrazino[1',2':5,6][1,5]diazocino[3,2,1-hi]indol-3-yl)-7-fluorobenzo[b]thiophene-3-carbonitrile